2-(5-(2,2-diethoxyethyl)-1,3,4-oxadiazol-2-yl)-N-(4-(trifluoromethyl)phenyl)aniline C(C)OC(CC1=NN=C(O1)C1=C(NC2=CC=C(C=C2)C(F)(F)F)C=CC=C1)OCC